Br/C=C/N1CCC(CC1)C1=NC2=C(N1CCOCC)C=CC=C2 (E)-2-(1-(2-bromovinyl)piperidin-4-yl)-1-(2-ethoxyethyl)-1H-benzo[d]imidazole